(S)-1-(2-((R)-4-(difluoromethyl)-2-carbonylthiazolidin-3-yl)-5,6-dihydrobenzo[f]imidazo[1,2-d][1,4]oxazepin-9-yl)pyrrolidine-2-carboxamide FC([C@H]1N(C(SC1)=C=O)C=1N=C2N(CCOC3=C2C=CC(=C3)N3[C@@H](CCC3)C(=O)N)C1)F